1-imino-2-(2,3-dimethylphenyl)propane N=CC(C)C1=C(C(=CC=C1)C)C